BrC1=C(C=CC(=C1)F)N1N=CC(=C1C(F)(F)F)C(=O)O 1-(2-Bromo-4-fluorophenyl)-5-(trifluoromethyl)-1H-pyrazole-4-carboxylic acid